Dinatrium dihydrat O.O.[Na].[Na]